3-(triethoxysilyl)propylsuccinic hydride C(C)O[Si](CCCC(C=O)CC=O)(OCC)OCC